Cl.N1CCC(CC1)C1=CN=CC(=N1)C1=CC(=CS1)NC(CCCC)=O N-(5-(6-(piperidin-4-yl)pyrazin-2-yl)thiophen-3-yl)valeramide hydrochloride